N-benzyl-4-aminobenzoic acid C(C1=CC=CC=C1)NC1=CC=C(C(=O)O)C=C1